ClC1=C(C=CC(=C1)NC(=O)C=1C=NN(C1C(F)(F)F)C1=C2C=CC=NC2=CC=C1)N1N=CC(=C1)CNC(OC(C)(C)C)=O tert-butyl ((1-(2-chloro-4-(1-(quinolin-5-yl)-5-(trifluoromethyl)-1H-pyrazole-4-carboxamido)phenyl)-1H-pyrazol-4-yl)methyl)carbamate